3-bromo-2-(cyclobutanecarboxamido)-N,5-dimethylbenzamide BrC=1C(=C(C(=O)NC)C=C(C1)C)NC(=O)C1CCC1